N(=[N+]=[N-])CCCCNC(=O)[C@H](CCCNC(C(F)(F)F)=O)NC(=O)[C@H](CCCNC(C(F)(F)F)=O)NC(OC(C)(C)C)=O tert-butyl N-[(1S)-1-{[(1S)-1-[(4-azidobutyl)carbamoyl]-4-(2,2,2-trifluoroacetamido)butyl]carbamoyl}-4-(2,2,2-trifluoroacetamido)butyl]carbamate